C(CCC)OC(C=C)=O.[Si].FC(CF)(OCC1CCN(CC1)C1=C(N)C=CC=C1)F 2-{4-[(1,1,2-trifluoroethoxy)methyl]Piperidin-1-yl}aniline silicon (e)-butylacrylate